C=1N=CN2C1C1=CC=CC=C1[C@H]2[C@@H]2CCCC([C@H]2O)(C)C (1S,6S)-6-((R)-5H-imidazo[5,1-a]isoindol-5-yl)-2,2-dimethylcyclohexan-1-ol